BrC1=CC(=C(C=C1)C=1N=C2N(C=CC(=C2)Cl)C1C[C@H]1CN(CCO1)C(=O)OC)Cl methyl (S)-2-((2-(4-bromo-2-chlorophenyl)-7-chloroimidazo[1,2-a]pyridin-3-yl)methyl)morpholine-4-carboxylate